C(C)(=O)C1=C2CCN(C2=CC=C1)C(CNC1=C(C=CC(=C1)C1=NC(=NS1)C)C)=O 1-(4-acetylindolin-1-yl)-2-((2-methyl-5-(3-methyl-1,2,4-thiadiazol-5-yl)phenyl)amino)ethan-1-one